C/C(=C/CNC1=C2C(=NC=N1)N(C=N2)[C@@H]3[C@@H]([C@H]([C@@H]([C@H](O3)CO)O)O)O)/CO The molecule is an N-glycosylzeatin that is cis-zeatin having an alpha-D-glucopyranosyl residue attached at position N-9. It is a N-glycosylzeatin and a glucosyl-N(6)-isopentenyladenine.